C1(=CC=CC=C1)C(CC=O)N1N=CC(=N1)C1=CC=CC=C1 3-phenyl-3-(4-phenyl-2H-1,2,3-triazol-2-yl)propan-1-one